FC(C(=O)N1C(N(CC1)C(=O)N([C@@H](C(C)C)C(=O)OCC1=CC=CC=C1)C)CO)(C)C benzyl N-(3-(2-fluoro-2-methylpropanoyl)-2-(hydroxymethyl)imidazolidine-1-carbonyl)-N-methyl-L-valinate